[Se-2].[Cd+2] Cadmium-Selenid